BrC1=C(C=C(C=C1)C)OCOC 1-bromo-2-(methoxymethoxy)-4-methylbenzene